2-((3,5-dicyano-4-cyclopropyl-6-(4-(pyrrolidin-1-yl)piperidin-1-yl)pyridin-2-yl)thio)-2-phenylacetamide C(#N)C=1C(=NC(=C(C1C1CC1)C#N)N1CCC(CC1)N1CCCC1)SC(C(=O)N)C1=CC=CC=C1